(4-(2-(aminomethyl)-7-(4-fluorophenyl)-2,7a-dihydrobenzofuran-5-yl)phenyl)(4,4-difluoropiperidin-1-yl)methanone trifluoroacetate FC(C(=O)O)(F)F.NCC1OC2C(=C1)C=C(C=C2C2=CC=C(C=C2)F)C2=CC=C(C=C2)C(=O)N2CCC(CC2)(F)F